CC1=C(C(=O)N[C@H](C)C2=CC(=NC3=CC=CC=C23)C=2C=NN(C2)C)C=CC(=C1)C(=O)NC(C)C=1N=CSC1 2-methyl-N1-((R)-1-(2-(1-methyl-1H-pyrazol-4-yl)quinolin-4-yl)ethyl)-N4-(1-(thiazol-4-yl)ethyl)terephthalamide